[Cr].[W].[C].BrC=1C=NC=C(C1)C=1N=NNN1 3-bromo-5-(2H-tetrazol-5-yl)pyridine carbon tungsten-chromium